C(CCC)[N+](CCCC)(CCCC)CCCC.C(CCCCC)S(=O)(=O)[O-] hexylsulfonate, tetrabutylammonium salt